C(#N)C=1C=C(C=CC1)C=1C=C(OC1)C(=O)NC1=NC(=NS1)CN1CCCCC1 4-(3-Cyanophenyl)-N-(3-(piperidin-1-ylmethyl)-1,2,4-thiadiazol-5-yl)furan-2-carboxamide